Methyl 3-(tert-butoxycarbonylamino)-6-(1-cyanopent-4-enyl)-5-(trifluoromethyl)pyridine-2-carboxylate C(C)(C)(C)OC(=O)NC=1C(=NC(=C(C1)C(F)(F)F)C(CCC=C)C#N)C(=O)OC